NC=1C=CC(=NC1)C1C(NC(CC1)=O)=O 3-(5-aminopyridin-2-yl)piperidine-2,6-dione